(4-((4-carbamoylbenzyl)carbamoyl)phenyl)boronic acid C(N)(=O)C1=CC=C(CNC(=O)C2=CC=C(C=C2)B(O)O)C=C1